C(C1CO1)OC=1C=C(N(CC2CO2)CC2CO2)C=CC1 3-(glycidyloxy)-N,N-diglycidyl-aniline